COC1=NC=C(C=C1C(=O)NC)C(=O)N[C@H]1[C@@H](C1)C 2-methoxy-N3-methyl-N5-((1R,2R)-2-methylcyclopropyl)pyridine-3,5-dicarboxamide